[Si](C1=CC=CC=C1)(C1=CC=CC=C1)(C(C)(C)C)OC1C(N(CC1)C(=O)[O-])C(N(C)OC)=O 3-((tert-butyldiphenylsilyl)oxy)-2-(methoxy(methyl)carbamoyl)pyrrolidine-1-carboxylate